Cl.Cl.C1(=CC=CC=C1)C(C)(C)NN (2-phenylpropan-2-yl)hydrazine dihydrochloride